methyl thioether CSC